1-hydroxy-2-hydroxy-methyl-3-pent-1-enylbenzene OC1=C(C(=C(C=C1)C)C=CCCC)O